BrC=1C=C(C=CC1)C1(CC2(CC2)C1)C1=NN=CN1C 3-[5-(3-bromophenyl)spiro[2.3]hex-5-yl]-4-methyl-4H-1,2,4-triazole